NC1=CC=C(C=N1)C1=NC2=CC=CC=C2C(=C1)[C@@H](C)NC(C1=C(C=CC(=C1)OCCN(C)C)C)=O (R)-N-(1-(2-(6-aminopyridin-3-yl)quinolin-4-yl)ethyl)-5-(2-(dimethylamino)ethoxy)-2-methylbenzamide